C(C)(C)(C)OC(=O)N1C([C@@H](C1)O)(C)C |r| racemic-3-hydroxy-2,2-dimethyl-azetidine-1-carboxylic acid tert-butyl ester